FC1(CNCC2=CC=CC=C12)F 4,4-difluoro-1,2,3,4-tetrahydroisoquinoline